CC1CN(CC2=CC=C(C=C12)N1CCN(CC1)CC=1N=CN(C1)C)C1=C2C(=NC=C1)N(N=C2)C 4-methyl-6-[4-[(1-methylimidazol-4-yl)methyl]piperazin-1-yl]-2-(1-methylpyrazolo[3,4-b]pyridin-4-yl)-3,4-dihydro-1H-isoquinoline